monoethyl phosphinate calcium [Ca].[PH2](OCC)=O